C(CCCCCCC\C=C/CCCCCCCC)OC(COCCCCCCCC\C=C/CCCCCCCC)C(CCCCCCCCCCCC)OCCOCCOCCOCCN 2-[2-[2-[2-[1-[1,2-bis[(Z)-octadec-9-enoxy]ethyl]tridecoxy]ethoxy]ethoxy]ethoxy]ethanamine